N-(1S,3S)-3-aminocyclopentyl-2-(4-hexyloxy)phenyl-N-methylacetamide N[C@@H]1C[C@H](CC1)N(C(CC1=C(C=CC=C1)OC(CCC)CC)=O)C